N-[(3R)-1-(2,3-dihydro-1H-inden-2-yl)piperidin-3-yl]methyl-N-(2-methoxyethyl)naphthalene-2-carboxamide C1C(CC2=CC=CC=C12)N1C[C@@H](CCC1)CN(C(=O)C1=CC2=CC=CC=C2C=C1)CCOC